tert-Butyl 3-(7-bromo-1-oxo-1,2-dihydroisoquinolin-3-yl)pyrrolidine-1-carboxylate BrC1=CC=C2C=C(NC(C2=C1)=O)C1CN(CC1)C(=O)OC(C)(C)C